FC1=C(C=C(C=C1)NC1=NC=C(C(=N1)NC=1C=CC2=C(NC(O2)=O)C1)C)OC 5-[2-(4-Fluoro-3-methoxy-phenylamino)-5-methyl-pyrimidin-4-ylamino]-3H-benzooxazol-2-one